C(CCCCCCCCCCCCCCCCC)(=O)C(OP(OC[C@@H](CO)OO)(=O)O)CN stearoyl-2-hydroxysn-glycero-3-phosphoethanolamine